N-ethoxyethylamide tetraacetate C(C)(=O)[O-].C(C)(=O)[O-].C(C)(=O)[O-].C(C)(=O)[O-].C(C)OCC[NH-]